2-(3-pyridyl)-pyrrolidine N1=CC(=CC=C1)C1NCCC1